2-(1-(4-Amino-3-(3-isopropoxyphenyl)-1H-pyrazolo[3,4-d]pyrimidin-1-yl)ethyl)-3-(3-Fluorophenyl)-4H-chromen-4-one NC1=C2C(=NC=N1)N(N=C2C2=CC(=CC=C2)OC(C)C)C(C)C=2OC1=CC=CC=C1C(C2C2=CC(=CC=C2)F)=O